N(=C=O)C(N=C=O)(N=C=O)C1CCCCC1 triisocyanatomethyl-cyclohexane